3,9-bis[2-[3-(3-t-butyl-4-hydroxy-5-methylphenyl)propionyloxy]-1,1-dimethylethyl]-2,4,8,10-tetraoxaspiro(5.5)undecane C(C)(C)(C)C=1C=C(C=C(C1O)C)CCC(=O)OCC(C)(C)C1OCC2(CO1)COC(OC2)C(COC(CCC2=CC(=C(C(=C2)C)O)C(C)(C)C)=O)(C)C